3-((3,5-Difluoro-4-(2-fluoroethoxy)benzyl)oxy)-7,8,8a,9-tetrahydropyrrolo[1',2':3,4]imidazo[1,2-c]pyrimidin-1(6H)-one FC=1C=C(COC=2C=C3N(C(N2)=O)CC2N3CCC2)C=C(C1OCCF)F